C(C)N1N=C(C=C1C(=C(C#N)C1=CC=C(C=C1)[Si](C)(C)C)OCC#C[Si](C)(C)C)C (1-ethyl-3-methyl-1H-pyrazol-5-yl)-2-(4-(trimethylsilyl)phenyl)-3-((3-(trimethylsilyl)prop-2-ynyl)oxy)acrylonitrile